C(CCCCCCCCCCCCCC=CCCCCCCCC)(=O)OCCCCCCCCCCCCCCCCCCC nonadecyl tetracos-15-enoate